C(C)(C)(C)C=1C=CC=2NC3=C(C=CC=C3C2C1)C(C)(C)C 3,8-Di-tert-butylcarbazole